tert-butyl (S)-(8-chloro-1-methyl-2-oxo-6-(2-oxoethyl)-1,2,3,4,5,6-hexahydrobenzo[b][1,4]diazocin-3-yl)carbamate ClC1=CC2=C(N(C([C@H](CCN2CC=O)NC(OC(C)(C)C)=O)=O)C)C=C1